BrCC(=O)NC=1C(=NC(=CC1)C(F)(F)F)Cl 2-bromo-N-(2-chloro-6-(trifluoromethyl)pyridin-3-yl)acetamide